N[C@H](C1=CC=CC=C1)C(=O)O |r| racemic-phenylglycine